tert-butyl 6-oxospiro[5H-pyrrolo[2,3-b]pyrazine-7,4'-piperidine]-1'-carboxylate O=C1NC2=NC=CN=C2C12CCN(CC2)C(=O)OC(C)(C)C